6-cyclopropyl-2-(1,4-dioxepan-6-ylamino)pyridine-3-carbonitrile C1(CC1)C1=CC=C(C(=N1)NC1COCCOC1)C#N